(5S)-5-[[(5-chloropyrido[2,3-d]pyridazin-8-yl)amino]methyl]pyrrolidin-2-one ClC1=C2C(=C(N=N1)NC[C@@H]1CCC(N1)=O)N=CC=C2